5-Ethylsulfonylindole C(C)S(=O)(=O)C=1C=C2C=CNC2=CC1